4-(2,4-difluoro-6-methylphenyl)-5-methylpyrimidine-2-carboxylic acid methyl ester COC(=O)C1=NC=C(C(=N1)C1=C(C=C(C=C1C)F)F)C